FC=1C(=NC(=C(C1N1CC2=CN=C(C=C2C2(C1=O)CC2)NC2=C(C=CC=C2)NC(C=C)=O)F)OC)OC N-(2-((2'-(3,5-difluoro-2,6-dimethoxypyridin-4-yl)-3'-oxo-2',3'-dihydro-1'H-spiro[cyclopropane-1,4'-[2,7]naphthyridin]-6'-yl)amino)phenyl)acrylamide